4-(2-chloro-4-methoxy-5-methylphenyl)-N-((1S)-2-cyclopropyl-1-(3-fluoro-4-methylphenyl)ethyl)-5-methyl-N-2-propyn-1-yl-2-thiazolamine ClC1=C(C=C(C(=C1)OC)C)C=1N=C(SC1C)N(CC#C)[C@@H](CC1CC1)C1=CC(=C(C=C1)C)F